[1-[3-(1-methyl-6-oxo-pyridazin-3-yl)pyrazin-2-yl]ethyl]-3,5-bis(trifluoromethyl)benzamide CN1N=C(C=CC1=O)C=1C(=NC=CN1)C(C)C1=C(C(=O)N)C=C(C=C1C(F)(F)F)C(F)(F)F